FC12CCC(C1)(C2)NC(=O)C2=NC=CC=C2 N-(4-fluoro-1-bicyclo[2.1.1]hexanyl)pyridine-2-carboxamide